ClC=1C=C(C=CC1)[C@@H]1[C@H](C1)C(=O)NC1=NC=CC(=C1)NCC=1N=C2N(C=C(C=C2CO)C2CC2)C1 |r| rac-(1S*,2S*)-2-(3-chlorophenyl)-N-(4-(((6-cyclopropyl-8-(hydroxymethyl)imidazo[1,2-a]pyridin-2-yl)methyl)amino)pyridin-2-yl)cyclopropane-1-carboxamide